4-(benzyloxy)-3-ethoxy-N-(3-{imidazo[2,1-b][1,3,4]thiadiazol-2-yl}phenyl)benzamide C(C1=CC=CC=C1)OC1=C(C=C(C(=O)NC2=CC(=CC=C2)C2=NN3C(S2)=NC=C3)C=C1)OCC